CC1CCC2C(C3C(=C(CC12C3)C(C)=O)C)(C)C 1-(2,3,4,7,8,8a-hexahydro-3,6,8,8-tetramethyl-1H-3a,7-methano-azulene-5-yl)ethan-1-one